O1N=COCC=C1 5H-1,4,2-dioxaazepin